2-(6-fluoro-5-methoxy-1H-indol-3-yl)acetic acid FC1=C(C=C2C(=CNC2=C1)CC(=O)O)OC